2-(4-amino-1H-pyrazol-1-yl)-2-methylpropane-1,3-dial NC=1C=NN(C1)C(C=O)(C=O)C